ClC=1C=C(C(=C2C=CNC12)C=1N(N=C2C1CN(CC2)C2=NC=C(C=C2F)C(C)C)C2=C(C=CC=C2C)C)F 3-(7-chloro-5-fluoro-1H-indol-4-yl)-2-(2,6-dimethylphenyl)-5-(3-fluoro-5-(1-methylethyl)pyridin-2-yl)-4,5,6,7-tetrahydro-2H-pyrazolo[4,3-c]pyridine